3-(4-chloro-3-methoxyphenyl)-3-methoxyazetidine trifluoroacetate FC(C(=O)O)(F)F.ClC1=C(C=C(C=C1)C1(CNC1)OC)OC